COC1=CC=CC2=C1C1=C3C(=COC1=C1C2=CC(C=C1)=O)C=CC=C3 1-methoxy-6H-tribenzo[c,f,H]chromen-6-one